methyl (R)-5-(7-chloro-3-cyclohexyl-2-methyl-1,1-dioxido-5-phenyl-2,3,4,5-tetrahydrobenzo[f][1,2,5]thiadiazepin-8-yl)thiophene-3-carboxylate ClC=1C(=CC2=C(N(C[C@H](N(S2(=O)=O)C)C2CCCCC2)C2=CC=CC=C2)C1)C1=CC(=CS1)C(=O)OC